1-methyl-2-[4-[(4,4,5,5-tetramethyl-1,3,2-dioxaborolan-2-yl)methyl]phenyl]imidazole-4-carbonitrile CN1C(=NC(=C1)C#N)C1=CC=C(C=C1)CB1OC(C(O1)(C)C)(C)C